6-bromo-2-(4-chlorophenyl)-[1,2,4]triazolo[1,5-a]pyridine BrC=1C=CC=2N(C1)N=C(N2)C2=CC=C(C=C2)Cl